4-Chloro-6-methyl-(N,N-dimethylpyrimidin-2-amine-d6) ClC1(N(C(N(C(C1([2H])[2H])C)[2H])(N(C)C)[2H])[2H])[2H]